N=1N(N=NC1)CCCCNC1=CC=CC(=N1)C1=NC2=CC(=NC=C2C=C1)CNC(C1=CN=CC(=C1)S(=O)(=O)C)=O N-((2-(6-((4-(2H-tetrazol-2-yl)butyl)amino)pyridin-2-yl)-1,6-naphthyridin-7-yl)methyl)-5-(methylsulfonyl)nicotinamide